2-{[7-amino-4-(3,7-dimethyl-1H-indazol-5-yl)-1-oxo-2,3-dihydro-1H-isoindol-2-yl]methyl}prop-2-enamide NC=1C=CC(=C2CN(C(C12)=O)CC(C(=O)N)=C)C=1C=C2C(=NNC2=C(C1)C)C